C1(CC1)C(N1C=CC2=C(C=CC(=C12)C)F)C1=NC=CC2=CC=CC=C12 N-(cyclopropyl(isoquinolin-1-yl)methyl)-4-fluoro-7-methyl-1H-indole